5-(cyclohexylmethoxy)-2-methyl-N-(1-methylpiperidin-4-yl)-1-benzofuran-3-carboxamide C1(CCCCC1)COC=1C=CC2=C(C(=C(O2)C)C(=O)NC2CCN(CC2)C)C1